C(CCCCCCCN)N 1,8-octylenediamine